(3R,8S*)-2-(3,4-dichlorobenzoyl)-9-(4-(difluoromethoxy)benzyl)-3,8-dimethyl-1,2,3,4,8,9-hexahydropyrido[4',3':3,4]pyrazolo[1,5-a]pyrazin-10(7H)-one ClC=1C=C(C(=O)N2CC=3C(=NN4C3C(N([C@H](C4)C)CC4=CC=C(C=C4)OC(F)F)=O)C[C@H]2C)C=CC1Cl |o1:15|